CC1(C(NC(N1)=O)=O)C 5,5-dimethyl-imidazolidine-2,4-dione